4-(4-((4-(2,6-dioxopiperidin-3-yl)benzyl)(methyl)amino)piperidin-1-yl)-N-(5-((R)-2-methoxy-2-phenylacetyl)-1,4,5,6-tetrahydropyrrolo[3,4-c]pyrazol-3-yl)benzamide O=C1NC(CCC1C1=CC=C(CN(C2CCN(CC2)C2=CC=C(C(=O)NC=3C4=C(NN3)CN(C4)C([C@@H](C4=CC=CC=C4)OC)=O)C=C2)C)C=C1)=O